O1CCOC2=C1C=CC(=C2)C=2N=C1N(C(C2)=O)C=C(C=C1)N1C[C@@H](NCC1)C 2-(2,3-dihydro-1,4-benzodioxin-6-yl)-7-[(3S)-3-methylpiperazin-1-yl]-4H-pyrido[1,2-a]pyrimidin-4-one